N1(CCC1)CCC(=O)N[C@H](C(F)(F)F)C1=C(C=CC=C1)C (S)-3-(azetidin-1-yl)-N-(2,2,2-trifluoro-1-(o-tolyl)ethyl)propanamide